3-cyano-4-(propan-2-yl)benzoic acid C(#N)C=1C=C(C(=O)O)C=CC1C(C)C